C(C)OC(=O)C=1C(=C(C(=NC1)C1=NC(=CC(=C1I)C)N(CC1=CC=C(C=C1)OC)CC1=CC=C(C=C1)OC)F)N Ethyl-4-amino-6'-(bis(4-methoxybenzyl)amino)-3-fluoro-3'-iodo-4'-methyl-[2,2'-bipyridine]-5-carboxylate